C(C)(C)(C)OC(=O)NCCOCCN1C(=NC2=C1C=CC=C2)NC(=O)C=2C=C(C(=O)OC(C)(C)C)C=CC2 tert-butyl 3-((1-(2-(2-((tert-butoxycarbonyl)amino)ethoxy)ethyl)-1H-benzo[d]imidazol-2-yl)carbamoyl)benzoate